2-amino-3-methylene-3,6-dihydropyran NC1OCC=CC1=C